COC1=NC2=C(C(=CC=C2C=C1)C(C)C)C(=O)NC1=CSC=C1 2-methoxy-7-(prop-2-yl)-N-(thiophen-3-yl)quinoline-8-carboxamide